C1(=CC=CC=C1)P(=O)(C1=CC=CC=C1)C(C(=O)O)C(C(=O)O)P(=O)(C1=CC=CC=C1)C1=CC=CC=C1 2,3-di(diphenylphosphoryl)succinic acid